N-vinyl-3-methylpyrrolidone C(=C)N1C(C(CC1)C)=O